(E)-4-[2-[5,6-dihydro-5,5-dimethyl-8-(2-naphthyl)-2-naphthyl]vinyl]-benzoic acid CC1(C=2C=CC(=CC2C(=CC1)C1=CC2=CC=CC=C2C=C1)/C=C/C1=CC=C(C(=O)O)C=C1)C